ClC=1C=C2CCN=CC2=C(C1)Br 6-chloro-8-bromo-3,4-diHydroisoquinoline